N1CC(CCC1)CNS(=O)(=O)C1CC1 N-(PIPERIDIN-3-YLMETHYL)CYCLOPROPANESULFONAMIDE